BrC1=CC=C2[C@@H](CCC(C2=C1)=O)C(F)(F)F (R)-7-bromo-4-(trifluoromethyl)-3,4-dihydronaphthalen-1(2H)-one